ClC1=CC2=C(N=C(NC2=O)C2=C(C(=CC(=C2Cl)OC)OC)Cl)C=N1 6-chloro-2-(2,6-dichloro-3,5-dimethoxyphenyl)pyrido[3,4-d]pyrimidine-4(3H)-one